3-(1,4-dimethylcyclohexyl)-propan-1-ol CC1(CCC(CC1)C)CCCO